N-(3-(2-nitro-1H-imidazol-1-yl)propyl)benzamide [N+](=O)([O-])C=1N(C=CN1)CCCNC(C1=CC=CC=C1)=O